5-tertiary butyl-1,3-di(2-methoxy-1-methylethyl)benzene C(C)(C)(C)C=1C=C(C=C(C1)C(COC)C)C(COC)C